1-(4-(5-((4-(4-morpholino-1H-imidazo[4,5-c]pyridin-2-yl)phenyl)amino)pyrimidin-2-yl)piperazin-1-yl)prop-2-en-1-one O1CCN(CC1)C1=NC=CC2=C1N=C(N2)C2=CC=C(C=C2)NC=2C=NC(=NC2)N2CCN(CC2)C(C=C)=O